C=C1C(=NC=CC1)C1=NC=CC=C1 methylene-bipyridine